2-((3-Cyclopropoxy-1-((methylsulfonyl)methyl)-1H-pyrazol-4-yl)amino)-7-((3R,4S)-3-methyltetrahydro-2H-pyran-4-yl)-7H-pyrrolo[2,3-d]pyrimidine-6-carbonitrile C1(CC1)OC1=NN(C=C1NC=1N=CC2=C(N1)N(C(=C2)C#N)[C@@H]2[C@H](COCC2)C)CS(=O)(=O)C